n-Pentanthiol C(CCCC)S